(dimethylamino)methacrylic acid CN(C)C=C(C(=O)O)C